styrene-thiol C(=CC1=CC=CC=C1)S